(5-(2-(2,6-dioxopiperidin-3-yl)-1-oxoisoindolin-4-yl)-2-methylpent-4-yn-2-yl)picolinamide O=C1NC(CCC1N1C(C2=CC=CC(=C2C1)C#CCC(C)(C)C=1C(=NC=CC1)C(=O)N)=O)=O